CN1C(=CC=2C=NC=CC21)[Si](CC)(CC)CC 1-Methyl-2-(triethylsilyl)-1H-pyrrolo[3,2-c]pyridine